ClC1=CC=C(C(=N1)N1CC=2C=NC(=CC2C1=O)C(F)(F)F)S(=O)(=O)CC 2-(6-Chloro-3-ethylsulfonyl-2-pyridinyl)-6-(trifluoromethyl)-3H-pyrrolo[3,4-c]pyridin-1-one